dimethyl-(4-vinyl-phenyl)ammonium propanesulfonate C(CC)S(=O)(=O)[O-].C[NH+](C1=CC=C(C=C1)C=C)C